[Cl-].OC(C)C=1N(C(=NC1)C)C 1-hydroxyethyl-2,3-dimethyl-imidazole chloride